bismuth oxide manganese [Mn].[Bi]=O